ClC=1C=C(C=CC1F)[C@H](NC(=O)N1[C@@H](C(NCC1)=O)C)C1=CC(=NN1C)C(F)(F)F (2R)-N-((S)-(3-chloro-4-fluorophenyl)(1-methyl-3-(trifluoromethyl)-1H-pyrazol-5-yl)methyl)-2-methyl-3-oxopiperazine-1-carboxamide